ClC1=C(NN2CSC3=C2C=C(C=C3)C(OC)OC)C=CC=C1C1=CC3=C(OCCO3)C=C1 3-(2-chloro-3-(1,4-benzodioxan-6-yl)anilino)-5-dimethoxymethylbenzothiazole